N-(6-bromoimidazo[1,2-a]pyridin-2-yl)-2,2,2-trifluoroacetamide C1=CC2=NC(=CN2C=C1Br)NC(=O)C(F)(F)F